FC=1C=CC(=NC1)C1SCC(N1C1=C(C=C(C(=O)OC)C=C1)C)=O Methyl 4-[2-(5-fluoro-2-pyridinyl)-4-oxo-1,3-thiazolidin-3-yl]-3-methylbenzoate